FC1=CC=C2C=C(C=NC2=C1F)C=1OC(CC(N1)CC1=NC(=CC=C1)F)(C)C 2-(7,8-difluoro-3-quinolyl)-4-[(6-fluoro-2-pyridyl)methyl]-6,6-dimethyl-4,5-dihydro-1,3-oxazine